ClC=1C(=C(C(=CC1)F)C=1C(N(N=C(C1O)C)C)=O)CCC1=CC=C2C=CN(C2=C1)C 4-[3-chloro-6-fluoro-2-[2-(1-methylindol-6-yl)ethyl]phenyl]-5-hydroxy-2,6-dimethyl-pyridazin-3-one